N-(2-((ethyl-d5)thio)-4-(6-fluoro-3,4-dihydroisoquinolin-2(1H)-yl)-6-methylphenyl)-3,3-dimethylbutyramide C(C([2H])([2H])[2H])(SC1=C(C(=CC(=C1)N1CC2=CC=C(C=C2CC1)F)C)NC(CC(C)(C)C)=O)([2H])[2H]